(1R,2R)-2-(4-((4-chloro-1H-imidazol-1-yl)methyl)-3-fluorophenyl)cyclopropane-1-carboxylic acid ClC=1N=CN(C1)CC1=C(C=C(C=C1)[C@H]1[C@@H](C1)C(=O)O)F